C(C)(C)(C)OC(=O)N1C(N(C=C1)CCCCCN1CCN(CC1)C1=CC=C(C=C1)F)=O.FC1=CC=C(C=C1)N1CCN(CC1)CCCCCN1C(NC=C1)=O 1-(5-(4-(4-fluorophenyl)piperazin-1-yl)pentyl)-1H-imidazol-2(3H)-one tert-butyl-3-(5-(4-(4-fluorophenyl)piperazin-1-yl)pentyl)-2-oxo-2,3-dihydro-1H-imidazole-1-carboxylate